6-(3,4-Dimethylimidazo[4,5-c]pyridin-7-yl)-5-(methylamino)-3-(4-morpholinoanilino)pyrazin-2-carboxamid CN1C=NC2=C1C(=NC=C2C2=C(N=C(C(=N2)C(=O)N)NC2=CC=C(C=C2)N2CCOCC2)NC)C